FC1=CC=C(C=C1)C1SCC(N1C1=C(C=CC(=C1)OC)C)=O 2-(4-Fluorophenyl)-3-(5-methoxy-2-methylphenyl)-1,3-thiazolidin-4-one